CC1=CC=CC(=N1)C1=NNC=C1C=1N=C2C=C(C=NC2=CC1)C=1OC=CN1 2-[6-[3-(6-methyl-2-pyridyl)-1H-pyrazol-4-yl]-1,5-naphthyridin-3-yl]oxazole